(5S,8R)-N-(3,4-dichlorophenyl)-2-oxo-3,5,6,7,8,9-hexahydro-2H-5,8-epiminocyclohepta[d]-pyrimidine-10-carboxamide ClC=1C=C(C=CC1Cl)NC(=O)N1[C@H]2CC[C@@H]1CC1=NC(NC=C12)=O